FC=1C=C2C(=CN3C2=C(C1)CN(CC3)C(=O)N3CCCCC3)C=3C(NC(C3C3=CN=C1N3C=CC=C1)=O)=O 3-(9-fluoro-2-(piperidine-1-carbonyl)-1,2,3,4-tetrahydro-[1,4]diazepino[6,7,1-Hi]indol-7-yl)-4-(imidazo[1,2-a]pyridin-3-yl)-1H-pyrrole-2,5-dione